CC1=CC=CC(=N1)C1=NC(=C2N=CNC2=N1)N1C=CC=2C(=NC=CC21)NC=2OC=CN2 N-(1-(2-(6-methylpyridin-2-yl)-9H-purin-6-yl)-1H-pyrrolo[3,2-c]pyridin-4-yl)oxazol-2-ylamine